8-fluoro-1-(isobutylamino)-2,3,4,5-tetrahydro-1H-phenanthridin-6-one FC=1C=C2C(NC=3CCCC(C3C2=CC1)NCC(C)C)=O